2,5-dimethyl-3-furanone CC1OC(=CC1=O)C